O\N=C(/C)\[C@H]1CC[C@H]2[C@@H]3CCC4=CC(CC[C@@]4([C@H]3CC[C@]12C)C)=O (8S,9S,10R,13S,14S,17S)-17-((E)-1-(Hydroxyimino)ethyl)-10,13-dimethyl-6,7,8,9,10,11,12,13,14,15,16,17-dodecahydro-1H-cyclopenta[a]phenanthren-3(2H)-one